(13S)-13-methyl-19-(oxan-2-yl)-4-(pyrrolidin-1-yl)-7,10-dioxa-5,14,19,20,23-pentaazatetracyclo[13.5.2.12,6.018,21]tricosa-1(20),2(23),3,5,15(22),16,18(21)-heptaene C[C@H]1CCOCCOC2=NC(=CC(C3=NN(C=4C=CC(N1)=CC34)C3OCCCC3)=N2)N2CCCC2